3-{3-[(1S)-1-amino-2,3-dihydro-1H-inden-5-yl]-5-(1,3-oxazol-2-yl)imidazo[4,5-b]pyridin-2-yl}pyridin-2-amine N[C@H]1CCC2=CC(=CC=C12)N1C(=NC=2C1=NC(=CC2)C=2OC=CN2)C=2C(=NC=CC2)N